1-(2-chloro-6-fluorophenyl)-4-((1-methyl-1H-1,2,4-triazol-5-yl)amino)-1H-pyrazole-3-carboxamide ClC1=C(C(=CC=C1)F)N1N=C(C(=C1)NC1=NC=NN1C)C(=O)N